FC1=NC2=C(C(=C(C=C2C(=N1)N1C[C@](CCC1)(C)O)C(F)(F)F)C1=CC=CC=2SC(=C(C21)I)NC(OC(C)(C)C)=O)F tert-Butyl (4-(2,8-difluoro-4-((R)-3-hydroxy-3-methylpiperidin-1-yl)-6-(trifluoromethyl)quinazolin-7-yl)-3-iodobenzo[b]thiophen-2-yl)carbamate